FC(O[C@@H]1C[C@H](CC1)C=1C=C(C=CC1)C1=C(N=C(S1)NS(=O)(=O)C1=CC=CC=C1)C1=C(C=CC=C1)C(F)(F)F)(F)F N-(5-(3-((1S,3S)-3-(trifluoromethoxy)cyclopentyl)phenyl)-4-(2-(trifluoromethyl)phenyl)thiazol-2-yl)benzenesulfonamide